(S,E)-6-cyclopropyl-2-((3-(2-(2-(4-(dimethylamino)-N-methylbut-2-enamido)propanamido)ethyl)phenyl)amino)-5-methylnicotinamide C1(CC1)C1=NC(=C(C(=O)N)C=C1C)NC1=CC(=CC=C1)CCNC([C@H](C)N(C(\C=C\CN(C)C)=O)C)=O